C(N1C(=CN2C1=NC(=C(C2=O)C=2C=NN(C2)CCC(F)(F)F)C(F)(F)F)C)([2H])([2H])[2H] 1-(2H3)methyl-2-methyl-7-(trifluoromethyl)-6-[1-(3,3,3-trifluoropropyl)-1H-pyrazol-4-yl]-1H,5H-imidazo[1,2-a]pyrimidin-5-one